N1N=CC2=CC(=CC=C12)C#CC1=NC(=NC=C1)C1=NC(=NC=C1)NCC1=NC=C(C=N1)C 4-((1H-Indazol-5-yl)ethynyl)-N-((5-methylpyrimidin-2-yl)methyl)-[2,4'-bipyrimidin]-2'-amine